FC1=CC2=C(NC(N2)=O)C=C1 5-fluoro-1H-benzo[d]Imidazol-2(3H)-one